3-((4-(dimethylamino)butanoyl)oxy)-2-((((9Z,12Z)-octadeca-9,12-dienoyl)oxy)methyl)propyl bicyclo[3.3.1]nonane-3-carboxylate C12CC(CC(CCC1)C2)C(=O)OCC(COC(CCCN(C)C)=O)COC(CCCCCCC\C=C/C\C=C/CCCCC)=O